(R)-2-methyl-1-(2-(tetrahydro-2H-pyran-4-yl)-5-(4,4,5,5-tetramethyl-1,3,2-dioxaborolan-2-yl)benzyl)pyrrolidine hydrochloride Cl.C[C@H]1N(CCC1)CC1=C(C=CC(=C1)B1OC(C(O1)(C)C)(C)C)C1CCOCC1